2-(6-aminopyridin-3-yl)-2-azaspiro[3.3]heptan-6-ol NC1=CC=C(C=N1)N1CC2(C1)CC(C2)O